C(C)[C@H](C(=O)[O-])N1C(CCC1)=O |r| (R/S)-α-ethyl-2-oxo-1-pyrrolidineacetate